dianthranyl sulfoxide C1(=CC=CC2=CC3=CC=CC=C3C=C12)S(=O)C1=CC=CC2=CC3=CC=CC=C3C=C12